C(C)(C)(C)OC(=O)C1=C(N=C(S1)NC([C@H](CNC1=NC=CC2=CC=C(C=C12)C)O)=O)C (S)-2-(2-hydroxy-3-((7-methylisoquinolin-1-yl)amino)propionylamino)-4-methylthiazole-5-carboxylic acid tert-butyl ester